FC1(CCC(CC1)[C@H](NC(OCC1=CC=CC=C1)=O)C=1N=C2N(N=CC(=N2)C2N(CCC(C2)(C(F)(F)F)O)C(=O)C23CC(C2)(C3)F)C1)F Benzyl N-[(S)-(4,4-difluorocyclohexyl){3-[1-(3-fluorobicyclo[1.1.1]pentane-1-carbonyl)-4-hydroxy-4-(trifluoromethyl)piperidin-2-yl]imidazo[1,2-b][1,2,4]triazin-6-yl}methyl]-carbamate